5-bromo-3-(morpholin-4-yl)pyridin-2-amine BrC=1C=C(C(=NC1)N)N1CCOCC1